FC=1C=CC(=C(OCCC=2C(=NN(C2C)C)C(C)(C)O)C1)C=1C=CC=2N(C1)C(=CN2)CNC 2-(4-(2-(5-fluoro-2-(3-((methylamino)methyl)imidazo[1,2-a]pyridin-6-yl)phenoxy)ethyl)-1,5-dimethyl-1H-pyrazol-3-yl)propan-2-ol